O1COC2=C1C=CC(=C2)N(C(=O)C=2C=C(C=CC2)N2N=C(C(=C2C(=O)OCC)Cl)C)C ethyl 2-[3-[1,3-benzodioxol-5-yl(methyl)carbamoyl]phenyl]-4-chloro-5-methyl-pyrazole-3-carboxylate